C(C)(C)(C)OC(NC(C(=O)NCC1=C(C=CC=C1)F)C)=O (1-((2-fluorobenzyl)amino)-1-oxopropan-2-yl)carbamic acid tert-butyl ester